2-((4-(((S)-2-fluoro-1-phenylethyl)amino)-5-(5-(2-hydroxypropan-2-yl)-1,3,4-oxadiazol-2-yl)pyridin-2-yl)amino)-7-methyl-6,7-dihydro-5H-pyrrolo[3,4-b]pyridin-5-one FC[C@H](C1=CC=CC=C1)NC1=CC(=NC=C1C=1OC(=NN1)C(C)(C)O)NC1=CC=C2C(=N1)C(NC2=O)C